3-[3-(4-Nitro-3,5-dimethyl-1H-pyrazol-1-ylmethyl)-4-methoxy-phenyl]-1-(2-hydroxyphenyl)-2-propen-1-one [N+](=O)([O-])C=1C(=NN(C1C)CC=1C=C(C=CC1OC)C=CC(=O)C1=C(C=CC=C1)O)C